P1(=O)(OOC2=C(C=C(C=C2C(C)(C)C)C)CC2=C(OO1)C(=CC(=C2)C)C(C)(C)C)[O-].[Na+] sodium 2,2'-methylene-bis(4-methyl-6-tertiary butyl phenoxy) phosphate